N=1NC=C2C(NC=3N(C21)C2C(N3)CCC2)=O 5,6a,7,8,9,9a-hexahydrocyclopenta[4,5]imidazo[1,2-a]pyrazolo[4,3-e]pyrimidin-4(2H)-one